C1(CC1)C=1C(=CC=2N(C1)C(=CN2)C2=CC=CC(=N2)N[C@H]2CNCC21CC1)OCC(F)(F)F (R)-N-(6-(6-cyclopropyl-7-(2,2,2-trifluoroethoxy)imidazo[1,2-a]pyridin-3-yl)pyridin-2-yl)-5-azaspiro[2.4]heptan-7-amine